isopropyl (S)-6-diazo-2-((S)-2-hydroxypropanamido)-5-oxohexanoate [N+](=[N-])=CC(CC[C@@H](C(=O)OC(C)C)NC([C@H](C)O)=O)=O